2-(1-methylpropyloxy)-1,2-diphenyl-1-propanone CC(CC)OC(C(=O)C1=CC=CC=C1)(C)C1=CC=CC=C1